(2H-tetrazol-5-yl)propan-1-amine N=1NN=NC1C(CC)N